N-(4-{[6,7-bis(methyloxy)quinolin-4-yl]oxy}-3-fluorophenyl)-N'-{2-[3-(trifluoromethyl)phenyl]ethyl}ethanediamide COC=1C=C2C(=CC=NC2=CC1OC)OC1=C(C=C(C=C1)NC(C(=O)NCCC1=CC(=CC=C1)C(F)(F)F)=O)F